COC1=C(C=CC(=C1)C)OC(CCC1=C(C=CC=C1)C)=O 3-(2-methylphenyl)propionic acid 2-methoxy-4-methylphenyl ester